N1-(2-dimethylaminoethyl)-5-methoxy-N-methyl-N4-[4-(1-methylindol-3-yl)pyrimidin-2-yl]benzene-1,2,4-triamine CN(CCN(C=1C(=CC(=C(C1)OC)NC1=NC=CC(=N1)C1=CN(C2=CC=CC=C12)C)N)C)C